C(C(C)C)OC1=CC=C(CC2CC23CNC(N(C3)C3CC2(CN(C2)C)C3)=O)C=C1 (4-isobutoxybenzyl)-7-(2-methyl-2-azaspiro[3.3]heptan-6-yl)-5,7-diazaspiro[2.5]octan-6-one